NCC1=C(C(=C(OCCO)C=C1)F)F 2-[4-(aminomethyl)-2,3-difluoro-phenoxy]Ethanol